1-(2-fluoro-4-methoxyphenyl)ethan-1-ol FC1=C(C=CC(=C1)OC)C(C)O